FC(C=1C=NC(=NC1)N1CCC(CC1)ON1C(C=CC=C1)=O)(F)F (1-(5-(trifluoromethyl)pyrimidin-2-yl)piperidin-4-yloxy)pyridin-2(1H)-one